4-(3,5-Dichlorophenyl)-5-phenyl-2-(2-thienyl)imidazole ClC=1C=C(C=C(C1)Cl)C=1N=C(NC1C1=CC=CC=C1)C=1SC=CC1